2-Chloro-6-hydrazinyl-9-phenyl-9H-purine ClC1=NC(=C2N=CN(C2=N1)C1=CC=CC=C1)NN